COC1=CC=2N(C=C1S(=O)(=O)C1=CC=NN1C)C=CN2 7-methoxy-6-((1-methyl-1H-pyrazol-5-yl)sulfonyl)imidazo[1,2-a]pyridine